2-(4-(3-methoxypropyl)piperazin-1-yl)nicotinaldehyde COCCCN1CCN(CC1)C1=C(C=O)C=CC=N1